C(C)(C)(C)OC(=O)N1CC(OCC1)(C(=O)O)CC 4-tert-Butoxycarbonyl-2-ethyl-morpholine-2-carboxylic acid